(5-(5-(2,3-dimethylphenyl)-6-methoxy-1H-pyrazolo[4,3-b]pyridin-3-yl)pyridin-2-yl)-4-methylpiperidine-4-carboxylic acid CC1=C(C=CC=C1C)C1=C(C=C2C(=N1)C(=NN2)C=2C=CC(=NC2)N2CCC(CC2)(C(=O)O)C)OC